ClC=1C=C2C=C(N(C2=CC1)S(=O)(=O)C1=CC2=C(N=CS2)C=C1)CCCC(=O)O 5-chloro-1-[(6-benzothiazolyl)sulfonyl]-1H-indole-2-butanoic acid